C(C)OC(C(=CN(C)C)C(C(F)F)=O)=O 2-(difluoroacetyl)-3-(dimethylamino)-acrylic acid ethyl ester